bisOctyl-butyrylaminotriazinone C(CCCCCCC)C(CCC(=O)NC=1C(NN=NC1)=O)CCCCCCCC